(S)-2-((3-(2-chloro-3-(1,4-benzodioxan-6-yl)anilino)-1-methylindazol-6-ylidene)amino)-propionic acid ClC1=C(NC=2NN(C3=CC(C=CC23)=N[C@H](C(=O)O)C)C)C=CC=C1C1=CC2=C(OCCO2)C=C1